18'-(2,6-dimethylphenyl)-2'-oxa-14'λ6-thia-7',15',17',20'-tetraazaspiro[cyclopentane-1,5'-tetracyclo[14.3.1.13,7.19,13]docosane] CC1=C(C(=CC=C1)C)C1NC2N[SH4]C3CCCC(CN4CC5(CC(OC(C1)N2)C4)CCCC5)C3